NC12CCC(CC1)(C2)C(=O)[O-] 4-aminobicyclo[2.2.1]heptane-1-carboxylate